(S)-4-(4-(4-chloro-2-fluorophenyl)-6,7-dimethylpteridin-2-yl)-2-(2-methoxypyridin-4-yl)morpholine ClC1=CC(=C(C=C1)C1=NC(=NC2=NC(=C(N=C12)C)C)N1C[C@@H](OCC1)C1=CC(=NC=C1)OC)F